FC=1C(=CC(=NC1)OC)C1=CC(=NN1)C(=O)N1CCC(CC1)C(=O)NCC=1C=C2C(=NNC2=CC1)C [5-(5-fluoro-2-methoxypyridin-4-yl)-1H-pyrazole-3-carbonyl]-N-[(3-methyl-1H-indazol-5-yl)methyl]piperidine-4-carboxamide